C(C)C1=CC2=C(C(C=3NC4=CC(=CC=C4C3C2=O)C#N)(C)C)C=C1C=1SC=CC1 9-ethyl-6,6-dimethyl-11-oxo-8-(thiophen-2-yl)-6,11-dihydro-5H-benzo[b]carbazole-3-carbonitrile